tert-butyl N-(3-carbamothioyl-1-bicyclo[1.1.1]pentanyl)carbamate C(N)(=S)C12CC(C1)(C2)NC(OC(C)(C)C)=O